ethyl-perfluorohexyl-acetamide C(C)NC(C(C(C(C(C(C(C(F)(F)F)(F)F)(F)F)(F)F)(F)F)(F)F)(F)F)=O